CC1=CC(=NN1C1=CC=C(C=C1)CC=1N=CC=2C(N1)=NC(CC2)=O)C(F)(F)F {4-[5-methyl-3-(trifluoromethyl)pyrazol-1-yl]phenyl-methyl}pyrido[2,3-d]pyrimidin-7-one